C1(=CC=CC=C1)S(=O)(=O)C1=CC=C(C=C1)CNC(=O)C1=CC=2C(=CN=CC2)O1 N-{[4-(benzenesulfonyl)phenyl]methyl}furo[2,3-c]pyridine-2-carboxamide